FC([C@H](C)NC(N)=O)(F)F 3-((S)-1,1,1-trifluoropropan-2-yl)urea